2-methyl-4-(pyridin-3-yl)thiazole CC=1SC=C(N1)C=1C=NC=CC1